FC(O[C@@H]1CN(CC1)C(=O)NC1=CC(=C(C=C1)C)B1OC(C(O1)(C)C)(C)C)F (S)-3-(difluoromethoxy)-N-(4-methyl-3-(4,4,5,5-tetramethyl-1,3,2-dioxaborolan-2-yl)phenyl)pyrrolidine-1-carboxamide